C12CN(CC(N1)C2)C2=C1C(N(C(C1=C(C=C2F)F)=O)C2C(NC(CC2)=O)=O)=O 4-(3,6-diazabicyclo[3.1.1]heptan-3-yl)-2-(2,6-dioxopiperidin-3-yl)-5,7-difluoroisoindoline-1,3-dione